N1(CCC1)CC1(CC1)NC(=O)C1(CC1)C1=NC(=CC=C1)Cl N-(1-(azetidin-1-ylmethyl)cyclopropyl)-1-(6-chloropyridin-2-yl)cyclopropane-1-carboxamide